C(C1=CC=CC=C1)OCC1(CC1)CNCCCCCC(=O)OC methyl 6-(((1-((benzyloxy)methyl)cyclopropyl)methyl)amino)hexanoate